N-[5-(5-carbamoyl-2-chlorophenyl)-1H-indazol-3-yl]-1-methylpiperidine-4-carboxamide trifluoroacetate FC(C(=O)O)(F)F.C(N)(=O)C=1C=CC(=C(C1)C=1C=C2C(=NNC2=CC1)NC(=O)C1CCN(CC1)C)Cl